CC1CN(C1)S(=O)(=O)C1=CC=C(C=C1)N1N=C2N(C1=O)[C@@H](CC2)C2=CC=CC=C2 (5S)-2-{4-[(3-methylazetidin-1-yl)sulfonyl]phenyl}-5-phenyl-2,5,6,7-tetrahydro-3H-pyrrolo[2,1-c][1,2,4]triazol-3-one